(4-Fluorophenyl)(4-(((1r,4r)-4-(hydroxymethyl)cyclohexyl)amino)-2-((2-methoxy-4-morpholinophenyl)amino)-7H-pyrrolo[2,3-d]pyrimidin-5-yl)methanone FC1=CC=C(C=C1)C(=O)C1=CNC=2N=C(N=C(C21)NC2CCC(CC2)CO)NC2=C(C=C(C=C2)N2CCOCC2)OC